3-(aziridin-1-yl)-3'-chloro-[2,2'-binaphthalene] N1(CC1)C=1C(=CC2=CC=CC=C2C1)C1=CC2=CC=CC=C2C=C1Cl